C1(CC1)C=1N=NN(C1)[C@@H](C(=O)N1[C@H](C[C@@H](C1)O)C(=O)NCC1(CC(=NO1)C)C)C(C)(C)C (2R,4s)-1-[(2R)-2-(4-cyclopropyl-triazol-1-yl)-3,3-dimethyl-butyryl]-N-[(3,5-dimethyl-4H-isoxazol-5-yl)methyl]-4-hydroxy-pyrrolidine-2-carboxamide